N1(C=NC=C1)C(=O)N1C=NC=C1 1-[(1H-imidazol-1-yl)carbonyl]-1H-imidazole